NC1=C(C=C(C=C1)C=O)S(=O)(=O)[O-] 2-AMINO-5-FORMYL-BENZENESULFONATE